ClC1=CC=C(C=C1)C1=CC=C(C=C1)C=1OC2=C(C1)C=CC=C2 2-(4'-chloro-biphenyl-4-yl)benzofuran